(S)-2-(4-((S)-3-(2,2-difluoroethyl)morpholino)-2,6-difluorobenzoylamino)-3-(8-(1,6-dimethyl-2-oxo-4-(trifluoromethyl)-1,2-dihydropyridin-3-yl)quinolin-5-yl)propanoic acid FC(C[C@H]1COCCN1C1=CC(=C(C(=O)N[C@H](C(=O)O)CC2=C3C=CC=NC3=C(C=C2)C=2C(N(C(=CC2C(F)(F)F)C)C)=O)C(=C1)F)F)F